3-((7-(3-((3,6-dioxopiperazin-2-yl)methyl)-4-methyl-6-(trifluoromethyl)pyridin-2-yl)thieno[3,2-b]pyridin-2-yl)methyl)-6,6-dimethyl-3-azabicyclo[3.1.0]hexane-2,4-dione hydrochloride Cl.O=C1C(NC(CN1)=O)CC=1C(=NC(=CC1C)C(F)(F)F)C1=C2C(=NC=C1)C=C(S2)CN2C(C1C(C1C2=O)(C)C)=O